5-oxetan-3-ylpyrimidin-2-amine O1CC(C1)C=1C=NC(=NC1)N